ClC=1C(=NC(=CC1)C1=CC=CC=2OCCOC21)OC 3-chloro-6-(2,3-dihydro-benzo[1,4]dioxin-5-yl)-2-methoxy-pyridin